C1(CC1)C=1N=NN(C1)[C@H](C(=O)N1[C@@H](C[C@H](C1)O)C(=O)NCCN1C(=NN=C1)C1CC1)C(C)(C)C (2S,4R)-1-[(2S)-2-(4-cyclopropyltriazol-1-yl)-3,3-dimethyl-butanoyl]-N-[2-(3-cyclopropyl-1,2,4-triazol-4-yl)ethyl]-4-hydroxy-pyrrolidine-2-carboxamide